COC1=CC=C(C=C1)C1=CC2=C(N=C(N=C2)S(=O)(=O)C)NC1=O 6-(4-methoxyphenyl)-2-(methylsulfonyl)pyrido[2,3-d]pyrimidin-7(8H)-one